(5-(4-chloro-6-morpholino-1H-benzo[d]imidazol-2-yl)-1H-pyrrol-3-yl)(2-(trifluoromethyl)phenyl)methanone ClC1=CC(=CC=2NC(=NC21)C2=CC(=CN2)C(=O)C2=C(C=CC=C2)C(F)(F)F)N2CCOCC2